ClC1=CC2=C(N=C(S2)NC=2C=C(C(=O)N[C@H]3CNCC3)C=CN2)C=C1 (R)-2-((6-chlorobenzo[d]thiazol-2-yl)amino)-N-(pyrrolidin-3-yl)isonicotinamide